C(C)(=O)OC1CCC(C2=CC=CC=C12)OC(C(F)(F)F)=O 1-acetoxy-4-trifluoroacetoxy-1,2,3,4-tetrahydronaphthalene